ClC1=CC=C(C=C1)CN1C([C@H](CS(C2=C1C=C(C(=C2)F)C2=NOC(N2)=O)(=O)=O)NC(OC(C)(C)C)=O)=O tert-butyl N-[(3R)-5-[(4-chlorophenyl)methyl]-8-fluoro-1,1,4-trioxo-7-(5-oxo-4H-1,2,4-oxadiazol-3-yl)-2,3-dihydro-1λ6,5-benzothiazepin-3-yl]carbamate